1-(2-((dimethylamino)methyl)-4-nitrophenyl)piperidin-4-ol CN(C)CC1=C(C=CC(=C1)[N+](=O)[O-])N1CCC(CC1)O